(R)-4-(benzyloxy)-7-chloro-8-fluoro-2-((1-methylpyrrolidin-2-yl)methoxy)pyrido[4,3-d]pyrimidine C(C1=CC=CC=C1)OC=1C2=C(N=C(N1)OC[C@@H]1N(CCC1)C)C(=C(N=C2)Cl)F